Ammonium valerat C(CCCC)(=O)[O-].[NH4+]